N[C@H](C(=O)N1[C@@H](C[C@H](C1)O)C(=O)N[C@@H](C)C1=CC=C(C=C1)C1=C(N=CS1)C)C(C)(C)C (2S,4R)-1-[(2S)-2-amino-3,3-dimethylbutanoyl]-4-hydroxy-N-[(1S)-1-(4-(4-methyl-1,3-thiazol-5-yl)phenyl)ethyl]pyrrolidine-2-carboxamide